CS(=O)(=O)C1=CC=C(C=C1)N1N=C2N(C1=O)[C@@H](CC2)C2=CC=CC=C2 (5S)-2-[4-(methylsulfonyl)phenyl]-5-phenyl-2,5,6,7-tetrahydro-3H-pyrrolo[2,1-c][1,2,4]triazol-3-one